(S)-(5-(pyridin-4-ylmethyl)-1H-imidazol-2-yl)(thiazol-2-yl)methanol N1=CC=C(C=C1)CC1=CN=C(N1)[C@H](O)C=1SC=CN1